2-vinyl-1,3-propanediol C(=C)C(CO)CO